BrC=1C(=CC(=C(N)C1)N1CCOCC1)F 5-bromo-4-fluoro-2-(morpholin-4-yl)aniline